ClC1=C(C(=O)NC2[C@@H]3CN(C[C@H]23)C2=NC=C(C=C2)C=2C=3N(C=C(C2)C=2C=NN(C2)C)N=CC3C#N)C=C(C=C1)F 2-chloro-N-((1R,5S,6s)-3-(5-(3-cyano-6-(1-methyl-1H-pyrazol-4-yl)pyrazolo[1,5-a]pyridin-4-yl)pyridin-2-yl)-3-azabicyclo[3.1.0]hexan-6-yl)-5-fluorobenzamide